FC(F)C=1N=C2N(C=CC=C2)C1 (difluoromethyl)imidazo[1,2-a]pyridine